FC=1C=C2C(=CNC2=CC1)C1CN(CC1)C 5-fluoro-3-(1-methylpyrrolidin-3-yl)-1H-indole